4-(4-aminophenoxy)-3-butylaniline NC1=CC=C(OC2=C(C=C(N)C=C2)CCCC)C=C1